(R)-N-(N,N-dimethylsulfamoyl)-4-(8-(3-(methoxymethyl)-4-methylpiperazin-1-yl)-7,10-dimethyl-5-oxo-1,3,4,5-tetrahydro-2H-chromeno[3,4-c]pyridine-3-carbonyl)-2-(pyrrolidin-1-yl)benzamide CN(S(=O)(=O)NC(C1=C(C=C(C=C1)C(=O)N1CC2=C(CC1)C=1C(=CC(=C(C1OC2=O)C)N2C[C@@H](N(CC2)C)COC)C)N2CCCC2)=O)C